tert-butyl N-[5-(4,4,5,5-tetramethyl-1,3,2-dioxaborolan-2-yl)-1H-indol-3-yl]carbamate tert-Butyl-N-(5-bromo-1H-indol-3-yl)carbamate C(C)(C)(C)OC(NC1=CNC2=CC=C(C=C12)Br)=O.CC1(OB(OC1(C)C)C=1C=C2C(=CNC2=CC1)NC(OC(C)(C)C)=O)C